C(C)(C)(C)OC(=O)N1CC(C[C@H](C1)NC1=C(C(=NC=C1)Cl)[N+](=O)[O-])(F)F (R)-5-((2-chloro-3-nitropyridin-4-yl)amino)-3,3-difluoropiperidine-1-carboxylic acid tert-butyl ester